CC1=C(C=CC=C1NC(C1=NC=C(C(=C1)C)Br)=O)C1=C(C(=CC=C1)NC(C1=NC=C(C(=C1)C)Br)=O)C N,N'-(2,2'-dimethyl-[1,1'-biphenyl]-3,3'-diyl)bis(5-bromo-4-methyl-picolinamide)